(14Z,17Z,20Z,23Z,26Z,29Z)-DOTRIACONTA-14,17,20,23,26,29-HEXAEN-1-OL C(CCCCCCCCCCCC\C=C/C\C=C/C\C=C/C\C=C/C\C=C/C\C=C/CC)O